C(C)(C)(C)OC(=O)N1CC(CC1)(OCCN1C(NC(C2=C1C=CN2)=O)=S)C 3-methyl-3-(2-(4-oxo-2-thioxo-2,3,4,5-tetrahydro-1H-pyrrolo[3,2-d]pyrimidin-1-yl)ethoxy)pyrrolidine-1-carboxylic acid tert-butyl ester